CC=1C(=NC=C(C1)C=1N=CC2=C(C=CC=C2C1)C1=C2C=C(C(N(C2=CC(=C1)OC(F)(F)F)C)=O)C)C(=O)OC1=CC=CC=2C(=CC=CC12)O 1,5-Naphthalenediol methyl-5-(8-(1,3-dimethyl-2-oxo-7-(trifluoromethoxy)-1,2-dihydroquinolin-5-yl)isoquinolin-3-yl)picolinate